6-(2-{6-[(3R)-3-aminopiperidine-1-carbonyl]-4-methoxy-3-methylpyrazolo[1,5-a]pyridin-2-yl}-1-(cyclopropylmethyl)-1H-indol-6-yl)-8-fluoro-5-methyl-1,2-dihydroquinolin-2-one N[C@H]1CN(CCC1)C(=O)C=1C=C(C=2N(C1)N=C(C2C)C=2N(C1=CC(=CC=C1C2)C=2C(=C1C=CC(NC1=C(C2)F)=O)C)CC2CC2)OC